NC1=NC=CC(=C1Cl)OC1=C(C=C(C=C1)C1=NN(C(=C1C(=O)N)C)C1=CC=CC=C1)F (4-((2-amino-3-chloropyridin-4-yl)oxy)-3-fluorophenyl)-5-methyl-1-phenyl-1H-pyrazole-4-carboxamide